5-methyl-6-(4-(4-methylpiperazin-1-yl)piperidin-1-yl)nicotinaldehyde CC=1C(=NC=C(C=O)C1)N1CCC(CC1)N1CCN(CC1)C